C(CCC)OCCN1CCCCC1 1-(2-butoxyethyl)piperidine